5-Methoxy-2-(6-{4-[1-(propan-2-yl)piperidin-4-yl]-1,4-diazepan-1-yl}pyridine-2-yl)-1H-indole COC=1C=C2C=C(NC2=CC1)C1=NC(=CC=C1)N1CCN(CCC1)C1CCN(CC1)C(C)C